(6S)-6-{[7-cyclopropyl-2-(4-methoxyphenyl)[1,2,4]triazolo[1,5-c]quinazolin-5-yl]amino}-1,4-diazepin-5-one C1(CC1)C1=CC=CC=2C=3N(C(=NC12)NC=1C(N=CC=NC1)=O)N=C(N3)C3=CC=C(C=C3)OC